CC1(CC2(CC(N1)(C)C)OC1(CCCCCCCCCCC1)NC2=O)C 2,2,4,4-tetramethyl-7-oxa-3,20-diazadispiro[5.1.11.2]heneicosane-21-one